(1R,4R)-camphor [C@]12(C(=O)C[C@@H](CC1)C2(C)C)C